CC1=C2C(C(=CN(C2=NC(=C1)N1CC(C1)C(NC1=NC=C(C=C1)C)=O)C1=NC=NS1)C(=O)O)=O 5-methyl-7-{3-[(5-methylpyridin-2-yl)carbamoyl]azetidin-1-yl}-4-oxo-1-(1,2,4-thiadiazol-5-yl)-1,4-dihydro-1,8-naphthyridine-3-carboxylic acid